FC=1C=C(C=CC1C=1N=C2SC3=C(C=NC(=C3)C(NCCCN3CCC(CC3)F)=O)N2C1)[C@H]1N(CCC1)C(=O)OC(C)(C)C tert-butyl (S)-2-(3-fluoro-4-(7-((3-(4-fluoropiperidin-1-yl)propyl)carbamoyl)imidazo[2',1':2,3]thiazolo[4,5-c]pyridin-2-yl)phenyl)pyrrolidine-1-carboxylate